1-(2-(4-(1-(2,6-dichlorophenyl)azetidin-3-yl)-3,5-dimethylphenyl)propan-2-yl)piperidine-4-carboxylic acid ClC1=C(C(=CC=C1)Cl)N1CC(C1)C1=C(C=C(C=C1C)C(C)(C)N1CCC(CC1)C(=O)O)C